BrC1=CC=C(C(=N1)C(F)F)OCC(CC(=C)C)(N)C 1-((6-bromo-2-(difluoromethyl)pyridin-3-yl)oxy)-2,4-dimethylpent-4-en-2-amine